C(CCCCCCC\C=C/CCCCCCCC)(=O)OCCN(CCOC(CCCCCCC\C=C/CCCCCCCC)=O)C(CCCN(C)C)=O (Z)-((4-(dimethylamino)butanoyl)azanediyl)bis(ethane-2,1-diyl) dioleate